NC1=NC=NN2C1=CC=C2[C@]2([C@@H]([C@@H]([C@H](O2)CO[P@](=O)(OC2=CC=CC=C2)N[C@H](C(=O)OC)C)O)O)C#N (S)-methyl 2-(((S)-(((2R,3S,4R,5R)-5-(4-aminopyrrolo[2,1-f][1,2,4]triazin-7-yl)-5-cyano-3,4-dihydroxytetrahydrofuran-2-yl)methoxy)(phenoxy)phosphoryl)amino)propanoate